C(C)N(C(CSC1=NC=2C=3C(CCC2C=N1)=CSC3SC)=O)C N-ethyl-N-methyl-2-((9-(methylsulfanyl)-5,6-dihydrothieno[3,4-h]quinazolin-2-yl)thio)acetamide